(2R,3S,4R,5R)-N-(3-carbamoylphenyl)-3-[2-(difluoromethoxy)-3,4-difluoro-phenyl]-4,5-dimethyl-5-(trifluoromethyl)tetrahydrofuran-2-carboxamide C(N)(=O)C=1C=C(C=CC1)NC(=O)[C@@H]1O[C@]([C@@H]([C@H]1C1=C(C(=C(C=C1)F)F)OC(F)F)C)(C(F)(F)F)C